N-acetyl-L-valyl-N5-carbamoyl-N-[4-({[(4-nitrophenoxy)carbonyl]oxy}methyl)phenyl]-L-ornithinamide C(C)(=O)N[C@@H](C(C)C)C(=O)N[C@@H](CCCNC(N)=O)C(=O)NC1=CC=C(C=C1)COC(=O)OC1=CC=C(C=C1)[N+](=O)[O-]